BrC=1C=C(C(=NC1OC(C)C1=CC(=CC(=C1)F)F)C)C(N(C)CC)=N {5-bromo-6-[1-(3,5-difluorophenyl)ethoxy]-2-methylpyridin-3-yl}-N-ethyl-N-methylimidoformamide